[(3S)-1-methylpyrrolidin-3-yl] (3R)-1-[[2-[[4-[[2-(6-methyl-2-pyridyl)pyrimidin-4-yl]amino]pyrimidin-2-yl]amino]thiazol-4-yl]methyl]piperidine-3-carboxylate CC1=CC=CC(=N1)C1=NC=CC(=N1)NC1=NC(=NC=C1)NC=1SC=C(N1)CN1C[C@@H](CCC1)C(=O)O[C@@H]1CN(CC1)C